5-chloro-2,3-dihydro-1H-indene ClC=1C=C2CCCC2=CC1